dimethyl-(octyl)(4-((tetrahydro-2H-pyran-2-yl)oxy)phenyl)silane C[Si](C1=CC=C(C=C1)OC1OCCCC1)(CCCCCCCC)C